OCC(P(O)(O)=O)P(O)(O)=O hydroxyethylidene(diphosphonic acid)